CC=1N=NSC1C1=NN=C(N1N)S 3-(4-methyl-1,2,3-thiadiazolyl)-4-amino-5-mercapto-1,2,4-triazole